N-(2-methoxyphenyl)quinolin-4-amine COC1=C(C=CC=C1)NC1=CC=NC2=CC=CC=C12